2-((6-((2-amino-2-oxo-1-phenylethyl)thio)-3,5-dicyano-4-ethylpyridin-2-yl)(methyl)amino)acetamide NC(C(C1=CC=CC=C1)SC1=C(C(=C(C(=N1)N(CC(=O)N)C)C#N)CC)C#N)=O